CN1CN(C=C1)CCC 1-methyl-3-n-propylimidazole